C(C)N(C(C1=C(C=CC(=C1)F)C=1C=2N(C=C(C1)N1CCN(CC1)C(=O)[C@H]1NC3CCC1CC3)C(=NC2)C(F)(F)F)=O)C(C)C N-ethyl-5-fluoro-N-(isopropyl)-2-(6-{4-[(1R,3S,4S)-2-azabicyclo[2.2.2]octane-3-carbonyl]piperazin-1-yl}-3-(trifluoromethyl)imidazo[1,5-a]pyridin-8-yl)benzamide